ethanone oxime (trifluoromethanesulfonate) FC(S(=O)(=O)O)(F)F.C(C)=NO